ClC1=C(C(=O)NCC(C2=C(N=CS2)C(F)F)N2CCC(CC2)OC=2SC=C(N2)Cl)C(=CC=C1)F 2-Chloro-N-(2-{4-[(4-chloro-1,3-thiazol-2-yl)oxy]piperidin-1-yl}-2-[4-(difluoromethyl)-1,3-thiazol-5-yl]ethyl)-6-fluorobenzamide